NC=1C(NC(NC1N)=S)=O 5,6-di-amino-thiouracil